2-(2-hydroxyethyl)-6-(piperazine-1-yl)benzo[de]isoquinoline-1,3-dione OCCN1C(C2=CC=CC=3C2=C(C1=O)C=CC3N3CCNCC3)=O